P([O-])([O-])=O.P([O-])([O-])=O.[Pt+4].N1=C(C=CC=C1)C1=NC=CC=C1 bipyridine platinum bisphosphonate